CN1N=C2C(=N1)C=C(C(=C2)N)C 2,6-dimethyl-2H-benzo[d][1,2,3]triazol-5-amine